OC(C(=O)N)C Hydroxypropanamid